[Si](C)(C)(C(C)(C)C)OC(C(F)(F)F)C1=CC(=C(C=N1)C=1C(N(C2=CC(=NC=C2C1)NC(=O)[C@H]1[C@H](C1)F)C)=O)C (1S,2S)-N-[3-(6-[1-[(tert-butyldimethylsilyl)oxy]-2,2,2-trifluoroethyl]-4-methylpyridin-3-yl)-1-methyl-2-oxo-1,6-naphthyridin-7-yl]-2-fluorocyclopropane-1-carboxamide